O1[C@@H](COCC1)CNC(=O)C1=C(C2=C(C=C(C3=CN(N=C23)C[C@@H]2OCCOC2)CC)O1)C N-{[(2R)-1,4-dioxan-2-yl]methyl}-2-{[(2S)-1,4-dioxan-2-yl]methyl}-4-ethyl-8-methyl-2H-furo[2,3-g]indazole-7-carboxamide